FC1=CC(=C(C=C1)C=1C(=NC(=NC1C)C=1C=CC(N(C1)C)=O)O)OC(C)C 5-[5-(4-fluoro-2-isopropoxy-phenyl)-4-hydroxy-6-methyl-pyrimidin-2-yl]-1-methyl-pyridin-2-one